C(C)(C)(C)OC(=O)N(CC/C(=C/C(=O)OCC)/C1=NC(=CN=C1C)C)C ethyl (Z)-5-((tert-butoxycarbonyl)-(methyl)amino)-3-(3,6-dimethylpyrazin-2-yl)pent-2-enoate